C(#N)[C@@]1(C[C@H](CCC1)NC(OC(C)(C)C)=O)C tert-Butyl ((1S,3S)-3-cyano-3-methylcyclohexyl)carbamate